CN(C)C[C@@H]1N(CCC1)C1=CC(=C(C=C1[N+](=O)[O-])NC1=NC=C(C(=N1)N1CC(C2=NC(=CC=C21)C)(C)C)C(=O)OC(C)C)OC isopropyl (R)-2-((4-(2-((dimethylamino)methyl)pyrrolidin-1-yl)-2-methoxy-5-nitrophenyl)amino)-4-(3,3,5-trimethyl-2,3-dihydro-1H-pyrrolo[3,2-b]pyridin-1-yl)pyrimidine-5-carboxylate